COC(=O)C1COCC1N1N=C(C=C1)C=O 4-(3-formyl-1H-pyrazol-1-yl)tetrahydrofuran-3-carboxylic acid methyl ester